CC1=CC=C(C=C1)S(=O)(=O)OCCC[C@H](CCOC(F)F)NC(=O)OC(C)(C)C [(4R)-4-(tert-butoxycarbonylamino)-6-(difluoromethoxy)hexyl] 4-methylbenzenesulfonate